C(C)(C)(C)OC(=O)N1C[C@@H]([C@@H](CC1)NC1=CC=CC2=C1SC(=C2CC(F)(F)F)C#N)F.C(C)(=O)ON=[SiH2] acetoximinosilane tert-butyl-(3S,4R)-4-((2-cyano-3-(2,2,2-trifluoroethyl)benzo[b]thiophen-7-yl)amino)-3-fluoropiperidine-1-carboxylate